CCCCCCC(CCC)C(=O)[O-] decane-7-carboxylate